BrC=1C=CC(=NC1)C#N 5-bromopyridinecarbonitrile